C1(=CC=CC=C1)/C=C/C(=O)C1=CC(=CC=C1)OCC#C (E)-3-phenyl-1-(3-(prop-2-yn-1-yloxy)phenyl)prop-2-en-1-one